tert-butyl 2-(2-bromo-2-methylpropanoyl)hydrazine-1-carboxylate BrC(C(=O)NNC(=O)OC(C)(C)C)(C)C